C(C)(C)(C)OC(=O)N1CC(CCC1)COC1=CC=NC=C1 3-((pyridin-4-yloxy)methyl)piperidine-1-carboxylic acid tert-butyl ester